NC1=NC(=CC(=N1)C=1C=C(C#N)C=CC1)C=1N=NN(C1CO)CC1=NC(=CC=C1)C(C)(C)C m-{2-amino-6-[5-(hydroxymethyl)-1-{[6-(tert-butyl)-2-pyridinyl]Methyl}-1H-1,2,3-triazol-4-yl]-4-pyrimidinyl}benzonitrile